N-(benzo[d][1,3]dioxol-5-yl)-1H-pyrazole-3-carboxamide O1COC2=C1C=CC(=C2)NC(=O)C2=NNC=C2